NC1=NC=C(C2=C1C(=NN2C(C)C)C2=CC(=C(C=C2F)NS(=O)(=O)C2=C(C=CC=C2)F)F)C2CCC(CC2)NC[C@H](C)F N-(4-(4-amino-7-((1S,4r)-4-(((S)-2-fluoropropyl)amino)cyclohexyl)-1-isopropyl-1H-pyrazolo[4,3-c]pyridin-3-yl)-2,5-difluorophenyl)-2-fluorobenzenesulfonamide